methyl 4-(((tert-butoxycarbonyl)amino)methyl)-5-fluoro-2-(hydroxymethyl)benzoate C(C)(C)(C)OC(=O)NCC1=CC(=C(C(=O)OC)C=C1F)CO